N-(2-aminoethyl)3-aminopropyl-trimethoxysilane NCCNCCC[Si](OC)(OC)OC